C1CC12CCN(CC2)C=2C(=NC=C(C2)[S@@](=O)(=N)C2CC2)C(=O)NC2=NC(=NC(=C2)C)N2CCC(CC2)(F)F 3-(6-Azaspiro[2.5]octan-6-yl)-5-(R-cyclopropylsulfonimidoyl)-N-(2-(4,4-difluoro-1-piperidinyl)-6-methyl-4-pyrimidinyl)-2-pyridincarboxamid